C(C1=CC=CC=C1)OC1=C(C=C(C=O)C=C1)OC[2H] 4-(benzyloxy)-3-(methoxy-d)benzaldehyde